CC(C)(C)NC(N)=O N'-(1,1-dimethyl-ethyl)urea